(R)-3-amino-4-(5-(4-(4-chlorophenoxy)-phenyl)-2H-tetrazol-2-yl)butanoic acid N[C@H](CC(=O)O)CN1N=C(N=N1)C1=CC=C(C=C1)OC1=CC=C(C=C1)Cl